6-amino-N-ethyl-2-(ethylsulfonylamino)-9-[(4-fluorophenyl)methyl]-N-methyl-8-oxo-purine-7-carboxamide NC1=C2N(C(N(C2=NC(=N1)NS(=O)(=O)CC)CC1=CC=C(C=C1)F)=O)C(=O)N(C)CC